benzyl-D-mannose C(C1=CC=CC=C1)C(=O)[C@@H](O)[C@@H](O)[C@H](O)[C@H](O)CO